N-Propylmaleimide C(CC)N1C(C=CC1=O)=O